O1COC=2C=CC3=C(N=C(S3)N3C(N[C@@H]4[C@H]3C[C@@H](OC4)CC)=O)C21 (3aR,6S,7aR)-1-(2H-[1,3]dioxolo[4,5-e][1,3]benzothiazol-7-yl)-6-ethyl-hexahydropyrano[3,4-d]imidazol-2(3H)-one